Cl.N[C@H](C(C)=O)C (3S)-3-aminobutan-2-one hydrochloride